N-(2-((3S,4R)-3-fluoro-4-(methoxy-d3)piperidin-1-yl)pyrimidin-4-yl)-5-isopropyl-8-(3-(methylsulfonyl)azetidin-1-yl)isoquinolin-3-amine F[C@H]1CN(CC[C@H]1OC([2H])([2H])[2H])C1=NC=CC(=N1)NC=1N=CC2=C(C=CC(=C2C1)C(C)C)N1CC(C1)S(=O)(=O)C